ethyl 2-[4-[3-(4-bromo-3-methyl-phenoxy)propyl]-1-piperidyl]acetate BrC1=C(C=C(OCCCC2CCN(CC2)CC(=O)OCC)C=C1)C